2-(5-chloro-2,3-dihydro-1-benzofuran-4-yl)-N-[4-(3-chlorophenoxy)-3-sulfamoylphenyl]acetamide ClC=1C=CC2=C(CCO2)C1CC(=O)NC1=CC(=C(C=C1)OC1=CC(=CC=C1)Cl)S(N)(=O)=O